ClC1=C(C=CC(=C1)Cl)NC1=NC(=CC(=N1)OCC1=C(C=CC=C1)\C(\C(=O)OC)=C/OC)C(F)(F)F methyl (αE)-2-[[[2-[(2,4-dichlorophenyl)amino]-6-(trifluoro-methyl)-4-pyrimidinyl]oxy]methyl]-α-(methoxymethylene)benzeneacetate